tert-butyl (E)-(2-(2-(4-((2-(2,6-dioxopiperidin-3-yl)-1-oxoisoindolin-4-yl)diazenyl)-2,6-dimethoxyphenoxy)acetamido)ethyl)carbamate O=C1NC(CCC1N1C(C2=CC=CC(=C2C1)/N=N/C1=CC(=C(OCC(=O)NCCNC(OC(C)(C)C)=O)C(=C1)OC)OC)=O)=O